(8aS)-6,7,8,8a-tetrahydro-1H-pyrrolo[2,1-c][1,4]oxazin-4-one C1OCC(N2[C@H]1CCC2)=O